Methyl benzyl-D-serinate C(C1=CC=CC=C1)N[C@H](CO)C(=O)OC